[Si](C)(C)(C(C)(C)C)N1C(CC1=O)C(=O)O 1-(tert-butyl(dimethyl)silyl)-4-oxoazetidine-2-carboxylic acid